N1=C(C=CC=C1)C1C=2N(C3=CC=CC=C3N1)C=CC2 4-(Pyridin-2-yl)-4,5-dihydropyrrolo[1,2-a]quinoxaline